azaphenylisatin C1(=NC=CC=C1)N1C(=O)C(=O)C2=CC=CC=C12